C(#N)C1=C2C(=C(C(NC2=CC=N1)=O)CC(=O)O)C (5-cyano-4-methyl-2-oxo-1H-1,6-naphthyridin-3-yl)acetic acid